(R)-N-(4-(4-((5-(3-amino-piperidin-1-yl)pyridin-2-yl)amino)-5-oxo-5,6-dihydro-1,6-naphthyridin-2-yl)-3-fluorophenyl)1-ethyl-cyclobutane-1-carboxamide N[C@H]1CN(CCC1)C=1C=CC(=NC1)NC1=CC(=NC=2C=CNC(C12)=O)C1=C(C=C(C=C1)NC(=O)C1(CCC1)CC)F